FC1=CC=C(C=C1)C1=C2C=CN(C(C2=CN=C1)=O)CC=1N=C2N(C=C(C=C2)C)C1 5-(4-fluorophenyl)-2-((6-methylimidazo[1,2-a]pyridin-2-yl)methyl)-2,7-naphthyridin-1(2H)-one